(4-(((S)-2-amino-3-phenylpropionamido)methyl)phenyl)-1-oxo-5-pentylurea N[C@H](C(=O)NCC1=CC=C(C=C1)N(C(=O)N)CCCCC=O)CC1=CC=CC=C1